NC1=NC2=CC(=CC=C2C=C1Br)CC[C@H]1S[C@H]([C@@H]([C@@H]1O)O)N1C=C(C2=C1N=CN=C2N)F (2R,3S,4R,5R)-2-(2-(2-amino-3-bromoquinolin-7-yl)ethyl)-5-(4-amino-5-fluoro-7H-pyrrolo[2,3-d]pyrimidin-7-yl)tetrahydrothiophene-3,4-diol